ClC1=CC(=C(C=C1SC(C1=CC=CC=C1)(C1=CC=CC=C1)C1=CC=CC=C1)N1C(NC(=CC1=O)C(F)(F)F)=O)F 3-[4-chloro-2-fluoro-5-(tritylsulfanyl)phenyl]-6-(Trifluoromethyl)pyrimidine-2,4(1H,3H)-dione